1-(difluoromethyl)-5-nitroindole FC(N1C=CC2=CC(=CC=C12)[N+](=O)[O-])F